hydroxy-4-(4-methyl-2-phenylpiperazin-1-yl)benzimidamide OC1=C(C(N)=N)C=CC(=C1)N1C(CN(CC1)C)C1=CC=CC=C1